(S)-7-fluoro-2-(4-((6-oxo-5-(trifluoromethyl)-1,6-dihydropyridazin-4-yl)amino)pentyl)-6-(5-(trifluoromethyl)thiazol-2-yl)isoquinolin-1(2H)-one FC1=C(C=C2C=CN(C(C2=C1)=O)CCC[C@H](C)NC=1C=NNC(C1C(F)(F)F)=O)C=1SC(=CN1)C(F)(F)F